ClC1=C(C=CC(=C1)N1N=NC(=C1)[C@H](O)C1=C(N=CC=2N1C=NC2)C2CC2)O 2-Chloro-4-{4-[(R)-(6-cyclopropyl-imidazo[1,5-a]pyrazin-5-yl)-hydroxy-methyl]-[1,2,3]triazol-1-yl}-phenol